OC1=C2C=CC(OC2=CC(=C1C(\C=C\C1=C(C=CC=C1)O)=O)OC)(C)C (E)-1-(5-hydroxy-7-methoxy-2,2-dimethyl-2H-chromen-6-yl)-3-(2-hydroxyphenyl)prop-2-en-1-one